OCC=1C=C2CCN(CC2=C(C1)C1=CC=C(C=C1)C(F)(F)F)C(=O)OC(C)(C)C tert-butyl 6-(hydroxymethyl)-8-(4-(trifluoromethyl) phenyl)-3,4-dihydroisoquinoline-2(1H)-carboxylate